CN1N=C(C(=C1)NC(=O)C=1N=C(SC1)C=1C=NN(C1)C(=O)OC(C)OC(C(C)C)=O)C1=NC=CC=C1 1-(isobutyryloxy)ethyl 4-(4-((1-methyl-3-(pyridin-2-yl)-1H-pyrazol-4-yl)carbamoyl)thiazol-2-yl)-1H-pyrazole-1-carboxylate